O1C=CC2=C1C=CC(=C2)S(=O)(=O)N2CC1=C(C2)CN(C1)C(=O)NC1COCC1 5-(Benzofuran-5-ylsulfonyl)-N-(tetrahydrofuran-3-yl)-3,4,5,6-tetrahydropyrrolo[3,4-c]pyrrole-2(1H)-carboxamide